(S)-N-(4-(3-(4-(3-cyano-4-methoxypyrazolo[1,5-a]pyridin-6-yl)-1H-pyrazol-1-yl)pyrrolidine-1-carbonyl)-3-methylphenyl)acrylamide C(#N)C=1C=NN2C1C(=CC(=C2)C=2C=NN(C2)[C@@H]2CN(CC2)C(=O)C2=C(C=C(C=C2)NC(C=C)=O)C)OC